CO[C@@H]1CN(CC1)CC=1NC(C2=C(N1)C=C(S2)C=2C=NNC2C)=O 2-{[(3S)-3-methoxypyrrolidin-1-yl]methyl}-6-(5-methyl-1H-pyrazol-4-yl)thieno[3,2-d]pyrimidin-4(3H)-one